5-(5-cyano-6-(oxetan-3-ylamino)pyridin-3-yl)-N-cyclopropyl-2-fluoro-4-methylbenzamide C(#N)C=1C=C(C=NC1NC1COC1)C=1C(=CC(=C(C(=O)NC2CC2)C1)F)C